(3S*,3aS*,6R*,7R*,7aS*)-N-benzyl-1-isobutyl-7-(3-methoxy-3-oxopropyl)octahydro-3aH-3,6-methanopyrrolo[3,2-b]pyridine-3a-carboxamide C(C1=CC=CC=C1)NC(=O)[C@@]12NC[C@H]3[C@H]([C@@H]1N(C[C@@H]2C3)CC(C)C)CCC(=O)OC |o1:10,13,14,15,18|